C(C)(C)C1=C(C(=CC(=C1)C1=CC(=CC=C1)C)C(C)C)C1=C(C=CC=C1)I 2,6-diisopropyl-4-(3-methylphenyl)-2'-iodobiphenyl